P(=O)(OOC(C1=CC=C(C=C1)C(C)(C)C)=O)([O-])[O-] p-t-butylbenzoyloxy phosphate